C1(NCC=2C=NC=CC21)=O 2H,3H-pyrrolo[3,4-c]pyridin-1-one